1-((3S,5R)-1-acryloyl-5-(methoxymethyl)pyrrolidin-3-yl)-3-((1-ethyl-1H-indazol-5-yl)ethynyl)-5-(methylamino)-1H-pyrazole-4-carboxamide C(C=C)(=O)N1C[C@H](C[C@@H]1COC)N1N=C(C(=C1NC)C(=O)N)C#CC=1C=C2C=NN(C2=CC1)CC